FC([C@H]1N(C(OC1)=C=O)C=1N=C2N(CCN(C3=C2C=CC(=C3)NC(C(=O)N)C)C)C1)F 2-((2-((S)-4-(difluoromethyl)-2-carbonyloxazolidin-3-yl)-7-methyl-6,7-dihydro-5H-benzo[f]imidazo[1,2-d][1,4]diazepin-9-yl)amino)propanamide